BrC1=CC=2N(C(N(C(C2S1)=O)C=1C=NC=C(C1)C(F)F)=O)CCC#N 3-(6-bromo-3-(5-(difluoromethyl)pyridin-3-yl)-2,4-dioxo-3,4-dihydrothieno[3,2-d]pyrimidin-1(2H)-yl)propionitrile